1-[Chloro-6-(3-chloro-1-isopropyl-1H-indazol-5-ylmethoxy)-3,4-dihydro-naphthalen-2-ylmethyl]-piperidine ClC(N1CCCCC1)C1=CC2=CC=C(C=C2CC1)OCC=1C=C2C(=NN(C2=CC1)C(C)C)Cl